2-(N-methylmethylsulfonamido)-N-(4-((4-phenylpiperazin-1-yl)sulfonyl)phenyl)benzamide CN(S(=O)(=O)C)C1=C(C(=O)NC2=CC=C(C=C2)S(=O)(=O)N2CCN(CC2)C2=CC=CC=C2)C=CC=C1